(S)-1-(2-chloro-5-fluoro-pyrimidin-4-yl)-5-isopropylimidazolidin-2-one ClC1=NC=C(C(=N1)N1C(NC[C@@H]1C(C)C)=O)F